oxetan-3-yl 4-ethyl-1-methylpiperazine-2-carboxylate C(C)N1CC(N(CC1)C)C(=O)OC1COC1